C(CCC)C(CCC(=O)OCC(COC(NCCCCN(C)C)=O)(COC(CCCCCCC)=O)COC(CCCCCCC)=O)C(CCCC)CCCC 3-(((4-(Dimethylamino)butyl)carbamoyl)oxy)-2,2-bis((octanoyloxy) methyl)propyl 4,5-dibutylnonanoate